C(C1=C(C(=CC(=C1)C(C)(C)CC(C)(C)C)C1=CC=CC=2NN=NC21)O)C2=C(C(=CC(=C2)C(C)(C)CC(C)(C)C)C2=CC=CC=1NN=NC12)O 2,2'-methylenebis(4-tert-octyl-6-benzotriazolylphenol)